C(O)(O)=O.CC(C)[Na] methyl-ethyl-sodium carbonate